(S)-N-(4-(4-(2-methoxy-ethyl)-2-methylpiperazin-1-yl)pyridin-2-yl)-5-(5-methyl-1H-pyrazol-4-yl)thiazolo[5,4-b]pyridin-2-amine COCCN1C[C@@H](N(CC1)C1=CC(=NC=C1)NC=1SC2=NC(=CC=C2N1)C=1C=NNC1C)C